NN1C(N(N=CC1=O)C1=CC(=C(C(=C1)Cl)OC1=NNC(C(=C1)C1CC(C1)O)=O)Cl)=O Amino-2-[3,5-dichloro-4-([6-oxo-5-[(1r,3r)-3-hydroxycyclobutyl]-1H-pyridazin-3-yl]oxy)phenyl]-4H-1,2,4-triazine-3,5-dione